CN1C(=NC2=C1C(=CC=C2)OCCC)N 1-methyl-7-propoxy-benzimidazol-2-amine